OC(CN1CC2=C(N=C(N=C2)NC2=NC=C(C#N)C(=C2)OC)CC1)C=1C(=C2COC(C2=CC1)=O)C 6-((6-(2-hydroxy-2-(4-methyl-1-oxo-1,3-dihydroisobenzofuran-5-yl)ethyl)-5,6,7,8-tetrahydropyrido[4,3-d]pyrimidin-2-yl)amino)-4-methoxynicotinonitrile